O=C1NC[C@H](N1)COC1=NC=CC=2C=C(C=3N(C12)C=CN3)C(=O)N (S)-1-((2-oxoimidazolidin-4-yl)methoxy)imidazo[1,2-a][1,7]naphthyridine-6-carboxamide